(S)-1-((1R,4S)-4-aminocyclohexyl)ethane-1-ol NC1CCC(CC1)[C@H](C)O